methyl 3-bromo-4-fluoro-[1,1'-biphenyl]-2-carboxylate BrC1=C(C(=CC=C1F)C1=CC=CC=C1)C(=O)OC